1-butyl-3-methylimidazolium tris(trifluoromethylsulfonyl)methide [C-](S(=O)(=O)C(F)(F)F)(S(=O)(=O)C(F)(F)F)S(=O)(=O)C(F)(F)F.C(CCC)N1C=[N+](C=C1)C